CN1CCN(CCC1)C1=CC=C(C=N1)N1C=NC(=C1)NC=1N=CC(=NC1)C#N 5-((1-(6-(4-methyl-1,4-Diazepan-1-yl)pyridin-3-yl)-1H-imidazol-4-yl)amino)pyrazine-2-carbonitrile